N-(6-chloro-3-methyl-2,4-dioxo-1,2,3,4-tetrahydropyrimidin-5-yl)-3-(p-tolyl)propanamide ClC1=C(C(N(C(N1)=O)C)=O)NC(CCC1=CC=C(C=C1)C)=O